N1(N=NC=C1)C[C@H]1N(C[C@@H](C1)NC(=O)C=1OC(=NN1)C1=C(C=CC(=C1)OC(F)(F)F)CC=C)C(=O)OC(C)(C)C tert-butyl (2S,4R)-2-((1H-1,2,3-triazol-1-yl)methyl)-4-(5-(2-allyl-5-(trifluoromethoxy)phenyl)-1,3,4-oxadiazole-2-carboxamido)pyrrolidine-1-carboxylate